N(=[N+]=[N-])CCCCCCCN 7-azido-1-heptanamine